ClC1=CC=C(C(=C1NC(=O)C1=CN=C(S1)NC1=NN(C=C1)CC(N1CCCC1)=O)F)O N-(6-Chloro-2-fluoro-3-hydroxy-phenyl)-2-[[1-(2-oxo-2-pyrrolidin-1-yl-ethyl)pyrazol-3-yl]amino]thiazole-5-carboxamide